C1(=CC=CC=C1)C1=NC(=NC(=N1)C1=CC=CC=C1)C1=CC=C(C(=C1)C1=CC=CC=C1)C1=CC=CC=C1 5'-(4,6-diphenyl-1,3,5-triazin-2-yl)-[1,1':2',1''-terphenyl]